NC=1C(=NC(=CC1)Br)C(=O)NC1CCN(CC1)C 3-amino-6-bromo-N-(1-methyl-4-piperidyl)pyridine-2-carboxamide